C(C)(C)(C)C1=C(C(=CC=C1)C(C)(C)C)O 2,6-ditert.butyl-phenol